ClC1=C2C=NN(C2=C(C=C1)C(=O)NC1CC2(CCC2)C1)CC1=CC=C(C=C1)C1=NC(=CC=C1)C(NC)=O (Sa)-6-(4-Chloro-1-(4-(6-(methylcarbamoyl)pyridin-2-yl)benzyl)-1H-indazol-7-carboxamido)spiro[3.3]heptan